3-(4-(5-((4-((4-(2-(carbamoyloxy)ethyl)piperazin-1-yl)methyl)-6-(3,5-dichlorophenyl)pyridin-2-yl)oxy)pyridin-2-yl)piperazin-1-yl)propanoic acid C(N)(=O)OCCN1CCN(CC1)CC1=CC(=NC(=C1)C1=CC(=CC(=C1)Cl)Cl)OC=1C=CC(=NC1)N1CCN(CC1)CCC(=O)O